C(C)OC(=C[SiH3])OCC diethoxyvinylsilane